ClC1=CC=C(OC(C(=O)O)(C)C)C=C1 2-(4-chlorophenoxy)-2-methyl-propionic acid